C[Si](CC(C1=CC=CC=C1)C1=CC=NC2=CC=CC=C12)(C1=CC=CC=C1)C 4-(2-(dimethyl-(phenyl)silyl)-1-phenylethyl)-quinoline